N-((5-chloro-6-(1-methyl-1H-benzo[d]imidazol-5-yl)-1H-indol-2-yl)methyl)acetamide ClC=1C=C2C=C(NC2=CC1C1=CC2=C(N(C=N2)C)C=C1)CNC(C)=O